[OH-].C[N+]1(C2CCCC1CC2)C 8,8-dimethyl-8-azoniabicyclo[3.2.1]octane hydroxide